OC[C@H]1N(C[C@@H](N(C1)C(=O)OC(C)(C)C)C)C(C)C1=CC=C(C=C1)OC(F)(F)F tert-butyl (2S,5S)-5-(hydroxymethyl)-2-methyl-4-(1-(4-(trifluoromethoxy)phenyl)ethyl)piperazine-1-carboxylate